phenylthiainine C1(=CC=CC=C1)C1SC=CC=C1